N-(8,9-difluoro-6-oxo-1,4,5,6-tetrahydro-2H-pyrano[3,4-c]isoquinolin-1-yl)-5,6-difluoro-1H-indole-2-carboxamide FC=1C(=CC=2C3=C(NC(C2C1)=O)COCC3NC(=O)C=3NC1=CC(=C(C=C1C3)F)F)F